ClC1=NC=C(C(=N1)C1=CC=C(C=C1)C)Cl 2,5-dichloro-4-(p-tolyl)pyrimidine